2,2'-[spiro[fluorene-9,9'-xanthene]-3',6'-diylbis(oxyethane-2,1-diyloxy[1,1'-binaphthalene]-2',2-diyloxy)]di(ethan-1-ol) C1=CC(=CC=2OC3=CC(=CC=C3C3(C12)C1=CC=CC=C1C=1C=CC=CC13)OCCOC1=C(C3=CC=CC=C3C=C1)C1=C(C=CC3=CC=CC=C13)OCCO)OCCOC1=C(C3=CC=CC=C3C=C1)C1=C(C=CC3=CC=CC=C13)OCCO